C1(CCCC1)S(=O)(=O)C=1C=C(C=CC1)CCCCOCCCCCCNC[C@H](O)C1=CC(=C(C=C1)O)CO 4-((1R)-2-{6-[4-(3-cyclopentanesulfonyl-phenyl)-butoxy]-hexylamino}-1-hydroxy-ethyl)-2-hydroxymethyl-phenol